C(C1=CC=CC=C1)OC1=C2C(C(N(C2=CC=C1)C1=CC(=C(C=C1)F)C)=O)C1=CC=C(C(=O)OC)C=C1 Methyl 4-[4-benzyloxy-1-(4-fluoro-3-methyl-phenyl)-2-oxo-indolin-3-yl]benzoate